3-fluoro-N-[2-[3-(fluoromethyl)azetidin-1-yl]ethyl]-4-[(1R,3R)-2-(2-fluoro-2-methyl-propyl)-3-methyl-1,3,4,9-tetrahydropyrido[3,4-b]indol-1-yl]aniline FC=1C=C(NCCN2CC(C2)CF)C=CC1[C@H]1N([C@@H](CC2=C1NC1=CC=CC=C21)C)CC(C)(C)F